[Sn]=O.[Cu] copper-tin oxide